C(CCCCCC)C=1NC2=CC=C(C=C2C(C1O)=O)CCC(=O)N 3-(2-heptyl-3-hydroxy-4-oxo-1,4-dihydroquinolin-6-yl)propanamide